(R)-N-((S)-1-(5-bromoimidazo[1,5-a]pyrazin-8-yl)-4'H,6'H-spiro[piperidine-4,5'-pyrrolo[1,2-b]pyrazol]-4'-yl)-2-methylpropane-2-sulfinamide BrC1=CN=C(C=2N1C=NC2)N2CCC1([C@@H](C=3N(N=CC3)C1)N[S@](=O)C(C)(C)C)CC2